(3r,5r,7r)-1-(2'-bromo-2-(methoxymethoxy)-4',5-dimethyl-[1,1'-biphenyl]-3-yl)adamantane BrC1=C(C=CC(=C1)C)C1=C(C(=CC(=C1)C)C12CC3CC(CC(C1)C3)C2)OCOC